(S)-1-(2-(1-(2-(1,2,4-thiadiazol-5-yl)-5-oxa-2-azaspiro[3.4]octan-7-yl)piperidin-4-yl)-4-fluorophenoxy)-2-methylpropan-2-ol S1N=CN=C1N1CC2(C1)OC[C@H](C2)N2CCC(CC2)C2=C(OCC(C)(O)C)C=CC(=C2)F